C[N+](CCC)(CCCCCCCCCCCCCCCCCC)C 3-(dimethyl(octadecyl)ammonio)propane